Tert-butyl (2S,6R)-4-(2-ethoxy-2-oxoethyl)-2,6-dimethylpiperidin-1-carboxylate C(C)OC(CC1C[C@@H](N([C@@H](C1)C)C(=O)OC(C)(C)C)C)=O